Tert-Butyl ((3R,4S)-4-((6-(2,6-dichloro-3,5-dimethoxyphenyl)-8-(methylamino)pyrido[3,4-d]pyrimidin-2-yl)amino)tetrahydrofuran-3-yl)carbamate ClC1=C(C(=C(C=C1OC)OC)Cl)C1=CC2=C(N=C(N=C2)N[C@H]2[C@H](COC2)NC(OC(C)(C)C)=O)C(=N1)NC